2,2-dimethyl-2-silapentanesulfonate C[Si](CS(=O)(=O)[O-])(CCC)C